C=NC(C(=C)C)=O N-methyl-yl-methacrylamide